O.[Al].[Ni] nickel aluminum water